O[C@@H]1C(C[C@H](CC1)C1(C=C(NN1[C@@H](C)C1=CC=CC=C1)C(=O)NC)C(=O)N)(C)C 5-((1S,4S)-4-hydroxy-3,3-dimethylcyclohexyl)-N3-methyl-1-((S)-1-phenylethyl)-1H-pyrazole-3,5-dicarboxamide